C1(=CC=CC=C1)N1COC2=C(C1)C=C(C=C2)C=O 3-phenyl-2,4-dihydro-1,3-benzoxazine-6-formaldehyde